2-PHENOXY-PYRIMIDINE O(C1=CC=CC=C1)C1=NC=CC=N1